1-Tert-butyl (3R,4S)-4-[3-[3-(2,4-dioxohexahydropyrimidin-1-yl)imidazo[1,2-a]pyridin-7-yl]prop-2-ynoxy]-3-fluoro-piperidine-1-carboxylate O=C1N(CCC(N1)=O)C1=CN=C2N1C=CC(=C2)C#CCO[C@@H]2[C@@H](CN(CC2)C(=O)OC(C)(C)C)F